N-[6-[3-(2-methoxy-4-methylsulfonyl-anilino)prop-1-ynyl]-1-(2,2,2-trifluoroethyl)indol-4-yl]-1-methyl-piperidine-4-sulfonamide COC1=C(NCC#CC2=CC(=C3C=CN(C3=C2)CC(F)(F)F)NS(=O)(=O)C2CCN(CC2)C)C=CC(=C1)S(=O)(=O)C